CC(=CC)CCCC trans-3-methyl-2-heptene